6-(2,2-difluorobenzo[d][1,3]dioxol-5-yl)-5-((1-methyl-1H-pyrazol-3-yl)methoxy)isoindolin-1-one FC1(OC2=C(O1)C=CC(=C2)C2=C(C=C1CNC(C1=C2)=O)OCC2=NN(C=C2)C)F